N(=NC(C#N)(C)C)C(C#N)(C)C Azobis(isobutyronitril)